O=S1(CC2(CC1)CN(CC2)C2=C1C=CC(=NC1=CC(=C2)S(NC2(CC2)C)(=O)=O)NC(=O)C21CC1C2)=O N-(5-(2,2-dioxido-2-thia-7-azaspiro[4.4]nonan-7-yl)-7-(N-(1-methylcyclopropyl)sulfamoyl)quinolin-2-yl)bicyclo[1.1.0]butane-1-carboxamide